CC(CC(=O)NN)(C)C 3,3-dimethylbutanehydrazide